((1r,4r)-4-(3-chloro-4-cyanophenoxy)cyclohexyl)-carbamic acid tert-butyl ester C(C)(C)(C)OC(NC1CCC(CC1)OC1=CC(=C(C=C1)C#N)Cl)=O